C1(CC1)C=1C=CC=2N(C1)C=C(N2)CNC(=O)C=2N=C1N(C(C2)=O)C=CC=C1 N-({6-cyclopropyl-imidazo[1,2-a]pyridin-2-yl}methyl)-4-oxo-4H-pyrido[1,2-a]pyrimidine-2-carboxamide